6-(3-(((S)-1-(2,4-difluorophenyl)ethyl)glycyl)-3,8-diazabicyclo[3.2.1]octan-8-yl)nicotinonitrile FC1=C(C=CC(=C1)F)[C@H](C)NCC(=O)N1CC2CCC(C1)N2C2=NC=C(C#N)C=C2